C(#N)C12CCC(CC1)(CC2)NC(C2=CC=C(C=C2)C2=NC=CC1=C2C=CO1)=O N-(4-cyanobicyclo[2.2.2]oct-1-yl)-4-(furo[3,2-c]pyridin-4-yl)benzamide